4-((5-(2-chloro-4-phenoxybenzoyl)-7H-pyrrolo[2,3-d]pyrimidin-4-yl)amino)-[1,4'-bipiperidine]-1'-carboxylic acid tert-butyl ester C(C)(C)(C)OC(=O)N1CCC(CC1)N1CCC(CC1)NC=1C2=C(N=CN1)NC=C2C(C2=C(C=C(C=C2)OC2=CC=CC=C2)Cl)=O